C(C)(C)(C)[C@@H]1CC=2C=C3C(=NC2CC1)SC(=N3)C(=O)N[C@H](CCN3CCC(CC3)O)C3=CC=C(C=C3)C3=NC=C(C(=C3)F)OCOC (S)-7-(tert-butyl)-N-((R)-1-(4-(4-fluoro-5-(methoxymethoxy)pyridin-2-yl)phenyl)-3-(4-hydroxypiperidin-1-yl)propyl)-5,6,7,8-tetrahydrothiazolo[5,4-b]quinoline-2-carboxamide